C(CCC\C=C/C\C=C/C\C=C/C\C=C/CCCCC)(=O)NCCO anandamide